N1C(=NC2=C1C=CC=C2)NC(CC(=O)NC)C2=CC(=CC=C2)C(F)(F)F 3-[(1H-1,3-benzodiazol-2-yl)amino]-N-methyl-3-[3-(trifluoromethyl)phenyl]propanamide